NCCOCCNC1=C2C(N(C(C2=CC=C1)=O)C1C(NC(CC1)=O)=O)=O 4-((2-(2-aminoethoxy)ethyl)amino)-2-(2,6-dioxopiperidin-3-yl)isoindol-1,3-dione